2-amino-N-((3-chloro-5-(trifluoromethyl)-2-pyridinyl)methyl)-N-((1R)-1-(3-fluoro-2-pyridinyl)ethyl)-3-methyl-6-quinolinecarboxamide NC1=NC2=CC=C(C=C2C=C1C)C(=O)N([C@H](C)C1=NC=CC=C1F)CC1=NC=C(C=C1Cl)C(F)(F)F